FC=1C=C(C(=O)OC2=CC=C(C=C2)SC2=CC=C(C=C2)OC(C2=CC(=C(C=C2)[N+](=O)[O-])F)=O)C=CC1[N+](=O)[O-] thiobis(4,1-phenylene) bis(3-fluoro-4-nitrobenzoate)